3,4-bis(trifluoromethyl)pyrazole ethyl-2-(3-(1-(2-(benzyloxy)ethyl)-5-(pentan-3-ylcarbamoyl)-1H-pyrazol-3-yl)phenyl)oxazole-5-carboxylate C(C)OC(=O)C1=CN=C(O1)C1=CC(=CC=C1)C1=NN(C(=C1)C(NC(CC)CC)=O)CCOCC1=CC=CC=C1.FC(C1=NNC=C1C(F)(F)F)(F)F